(2S)-1-[1-(1-benzyl-5-chloro-pyrazol-4-yl)cyclopropanecarbonyl]-N-[(1S)-1-(2-amino-2-oxo-ethyl)prop-2-ynyl]pyrrolidine-2-carboxamide C(C1=CC=CC=C1)N1N=CC(=C1Cl)C1(CC1)C(=O)N1[C@@H](CCC1)C(=O)N[C@H](C#C)CC(=O)N